rac-(4bS,5R,6R,7S,7aR)-7a-(4-bromophenyl)-N-(2-fluoroethyl)-4b,5-dihydroxy-4-methoxy-7-phenyl-4b,6,7,7a-tetrahydro-5H-cyclopenta[4,5]furo[2,3-c]pyridine-6-carboxamide BrC1=CC=C(C=C1)[C@]12[C@](C3=C(C=NC=C3OC)O1)([C@@H]([C@@H]([C@H]2C2=CC=CC=C2)C(=O)NCCF)O)O |r|